1,4,5,8-tetramethyl-naphthalenetetracarboxylic acid CC1(C(=C(C(C2=C(C=CC(=C12)C)C)(C(=O)O)C)C(=O)O)C(=O)O)C(=O)O